2-amino-2-[2-(4-heptyloxy-3-trifluoromethylphenyl)ethyl]propane-1,3-diol hydrochloride Cl.NC(CO)(CO)CCC1=CC(=C(C=C1)OCCCCCCC)C(F)(F)F